N1=C(C=CC=C1)SSCCC(=O)NCCCCNC(CCSSC1=NC=CC=C1)=O 1,4-Di-(3'-[2-pyridyldithio]-propionamido)butane